2,2-bis(4-(triethoxysiloxy)-3-(4-aminobenzoylamino)phenyl)propane C(C)O[Si](OC1=C(C=C(C=C1)C(C)(C)C1=CC(=C(C=C1)O[Si](OCC)(OCC)OCC)NC(C1=CC=C(C=C1)N)=O)NC(C1=CC=C(C=C1)N)=O)(OCC)OCC